C(#N)C=1C=C2C(=C(C(N(C2=CC1O[C@@H]1COCC1)C)=O)C(=O)N)N1CCC(CC1)C1=NC(=NO1)C1=C(C=CC=C1)C 6-cyano-1-methyl-4-{4-[3-(2-methylphenyl)-1,2,4-oxadiazol-5-yl]piperidin-1-yl}-2-oxo-7-{[(3S)-oxolan-3-yl]oxy}-1,2-dihydroquinoline-3-carboxamide